C(#N)C=1C=C(C2=C(N(C(=N2)NC(CC2(CC2)C(F)(F)F)=O)C2(CCC2)C)C1)F N-(6-cyano-4-fluoro-1-(1-methylcyclobutyl)-1H-benzo[d]imidazol-2-yl)-2-(1-(trifluoromethyl)cyclopropyl)acetamide